5-((4-(4-methoxy-4-(trifluoromethyl)piperidin-1-yl)phenyl)amino)-1,3-dimethyl-1,3-dihydro-2H-benzo[d]imidazol-2-one COC1(CCN(CC1)C1=CC=C(C=C1)NC1=CC2=C(N(C(N2C)=O)C)C=C1)C(F)(F)F